(R)-1-(4-((1-(3-(1,1-difluoro-2-hydroxy-2-methylpropyl)-2-fluorophenyl)ethyl)amino)-7-methoxy-2-methylpyrido[2,3-d]pyrimidin-6-yl)cyclopropane-1-carbonitrile FC(C(C)(C)O)(F)C=1C(=C(C=CC1)[C@@H](C)NC=1C2=C(N=C(N1)C)N=C(C(=C2)C2(CC2)C#N)OC)F